ClC1=NC=C(C(=N1)NC1=C(C(=O)NC([2H])([2H])[2H])C=CC=C1)C(F)(F)F 2-{[2-chloro-5-(trifluoromethyl)pyrimidin-4-yl]amino}-N-(trideuteriomethyl)benzamide